(2-oxo-3,4-dihydro-1,5-naphthyridin-1(2H)-yl)acetamide O=C1N(C2=CC=CN=C2CC1)CC(=O)N